2,2,2-trichloroethyl (2-amino-6-((4-fluorobenzyl)amino)pyridin-3-yl)carbamate NC1=NC(=CC=C1NC(OCC(Cl)(Cl)Cl)=O)NCC1=CC=C(C=C1)F